C(C)N1C(=CC2=C(C=CC(=C12)F)NC1=CC(=C(C=C1)OC1=CC(=CC=C1)CN)Cl)C(=O)OCC1=NC(=CC=C1)N1C=C(CC1)O[Si](C)(C)C(C)(C)C (R)-(6-(3-(tert-Butyldimethylsilyloxy)pyrrolin-1-yl)pyridin-2-yl)methanol ethyl-4-((3-chloro-4-(3-(aminomethyl)phenoxy)phenyl)amino)-7-fluoro-1H-indole-2-carboxylate